methyl 5-((4-bromo-6-fluoro-1H-indol-5-yl)oxy)-2-fluorobenzimidothioate hydroiodide I.BrC1=C2C=CNC2=CC(=C1OC=1C=CC(=C(C(=N)SC)C1)F)F